5-(2-chloro-6-methoxyphenyl)-1-cyclopentyl-1H-pyrazol ClC1=C(C(=CC=C1)OC)C1=CC=NN1C1CCCC1